S1C2=C(C=C1S(=O)(=O)N)C=CC=C2 benzo[b]thiophene-2-sulfonamide